4,7-bis(6-undecylthieno[3,2-b]thiophen-2-yl)-2h-benzo[d][1,2,3]triazole C(CCCCCCCCCC)C1=CSC2=C1SC(=C2)C2=CC=C(C1=NNN=C12)C1=CC2=C(S1)C(=CS2)CCCCCCCCCCC